tert-butyl 4-(4,4-difluoropiperidin-1-yl)-2-(4-(2-hydroxyethylsulfonylamino)-2-(6-azaspiro[2.5]octane-6-yl)benzoylamino)-5H-pyrrolo[3,4-d]pyrimidine-6(7H)-carboxylate FC1(CCN(CC1)C=1C2=C(N=C(N1)NC(C1=C(C=C(C=C1)NS(=O)(=O)CCO)N1CCC3(CC3)CC1)=O)CN(C2)C(=O)OC(C)(C)C)F